dichloro(3-methyl-2-butenylene)bis(tricyclopentylphosphine) ruthenium [Ru].ClP(CC=C(CP(C1CCCC1)(C1CCCC1)(C1CCCC1)Cl)C)(C1CCCC1)(C1CCCC1)C1CCCC1